3-cyclohexyl-5-(2,4-dihydroxybenzylidene)-1-methyl-2-selenoxoimidazolidin-4-one C1(CCCCC1)N1C(N(C(C1=O)=CC1=C(C=C(C=C1)O)O)C)=[Se]